4-amino-5-cyano-6-((1-(8-chloro-4-oxo-2-phenyl-1,4-dihydroquinolin-3-yl)ethyl)amino)pyrimidine NC1=NC=NC(=C1C#N)NC(C)C1=C(NC2=C(C=CC=C2C1=O)Cl)C1=CC=CC=C1